Cl.COC=O.NC=1C=CC2=C(N=C(O2)C2=CC=NC=C2F)C1 4-(5-Aminobenzo[d]oxazol-2-yl)-5-fluoropyridine methyl-formate hydrochloride